1-(5-((R)-3-methylmorpholino)-3-(1-(tetrahydro-2H-pyran-2-yl)-1H-pyrazol-5-yl)isothiazolo[4,5-b]pyridin-7-yl)cyclopropane-1-carbonitrile C[C@@H]1COCCN1C1=CC(=C2C(=N1)C(=NS2)C2=CC=NN2C2OCCCC2)C2(CC2)C#N